(2R,3aS,6S,6aR)-2-(4-amino-2-fluoro-7H-pyrrolo[2,3-d]pyrimidin-7-yl)-6-((2-amino-3-fluoroquinolin-7-yl)methyl)hexahydro-3aH-cyclopenta[b]furan-3,3a-diol NC=1C2=C(N=C(N1)F)N(C=C2)[C@H]2C([C@@]1([C@H](O2)[C@@H](CC1)CC1=CC=C2C=C(C(=NC2=C1)N)F)O)O